C(C1=CC=CC=C1)(C1=CC=CC=C1)N1CCC(CC1)=CC1=CC=C(C#N)C=C1 4-((1-benzhydrylpiperidin-4-ylidene)methyl)benzonitrile